C(C)NC(=O)C=1N=C(OC1C1=CC=CC=C1)C1=CC=C(C=C1)SC ethyl-2-(4-(methylthio)phenyl)-5-phenyloxazole-4-carboxamide